5-[2-(cyclohexylamino)-4-methyl-thiazol-5-yl]-2-methoxy-N-(4-piperidyl)benzenesulfonamide C1(CCCCC1)NC=1SC(=C(N1)C)C=1C=CC(=C(C1)S(=O)(=O)NC1CCNCC1)OC